CC1CCC(NC1)C=1C=C2C3(C(NC2=CC1)=O)CCC3 5-methyl-2-(2'-oxospiro[cyclobutane-1,3'-indolin]-5'-yl)piperidin